OC(COC=1C=C(C=2N(C1)N=CC2C#N)C=2C=NC(=CC2)N2CC1N(C(C2)C1)CC1=CC2=C(N(C=N2)C)C=C1)(C)C 6-(2-hydroxy-2-methylpropoxy)-4-(6-(6-((1-methyl-1H-benzo[d]imidazol-5-yl)methyl)-3,6-diazabicyclo[3.1.1]heptan-3-yl)pyridin-3-yl)pyrazolo[1,5-a]pyridine-3-carbonitrile